(R)-(-)-2-octanol CCCCCC[C@@H](C)O